3-chloro-N-[(1r,3s)-3-{[6-chloro-2-(trifluoromethyl)quinolin-4-yl]amino}cyclohexyl]-1-(2-fluoroethyl)-1H-pyrazole-4-carboxamide ClC1=NN(C=C1C(=O)N[C@H]1C[C@H](CCC1)NC1=CC(=NC2=CC=C(C=C12)Cl)C(F)(F)F)CCF